C(CCC)OC(=O)N1CC2(C1)CC(C2)N2N=C(C(=C2C)Br)C(C=C(C)N(C)C)=O butyl-6-(4-bromo-3-(3-(dimethylamino)but-2-enoyl)-5-methyl-1H-pyrazol-1-yl)-2-azaspiro[3.3]heptane-2-carboxylate